C1(C=2C(C(N1COC(CC(C)=O)=O)=O)=CC=CC2)=O.C(C2=CC=C(C=C2)C(C)=O)([2H])([2H])[2H] 1-(4-(methyl-d3)phenyl)ethan-1-one (phthalimidomethyl)-3-oxobutanoate